FC1=CC=C2C=3C=CC(=CC3C(C2=C1)CO)C(=O)O 7-fluoro-9-(hydroxymethyl)-9H-fluorene-2-carboxylic acid